NC1=NC=NN2C1=C(C1=C2C[C@H]([C@@H]1C)NC(C=C)=O)C=1C=NC2=CC=CC=C2C1 (6R,7R)-N-(4-amino-6-methyl-5-(quinolin-3-yl)-7,8-dihydro-6H-cyclopenta[4,5]pyrrolo[2,1-f][1,2,4]triazin-7-yl)acrylamide